5-[[4-(N,S-dimethylsulfonimidoyl)-6,7-difluoro-1H-indol-5-yl]oxy]-2-fluoro-benzamidine CN=S(=O)(C)C1=C2C=CNC2=C(C(=C1OC=1C=CC(=C(C(=N)N)C1)F)F)F